4-(2-methoxyphenyl)-3-oxo-6-(trifluoromethyl)-3H-pyrido[1,2-c]pyrimidine-1-thiol sodium salt [Na].COC1=C(C=CC=C1)C1=C2N(C(=NC1=O)S)C=CC(=C2)C(F)(F)F